Methyl 2-(4-amino-2-butyl-1-(2-(dibenzylamino)ethyl)-1H-imidazo[4,5-c]quinolin-7-yl)acetate NC1=NC=2C=C(C=CC2C2=C1N=C(N2CCN(CC2=CC=CC=C2)CC2=CC=CC=C2)CCCC)CC(=O)OC